CC1(OC[C@H](O1)CCCO)C (R)-3-(2,2-dimethyl-1,3-dioxolan-4-yl)propan-1-ol